R-2-amino-5-phosphonopentanoate N[C@@H](C(=O)[O-])CCCP(=O)(O)O